5-bromo-1-fluoro-3-((4-methoxybenzyl)oxy)-2-nitrobenzene BrC=1C=C(C(=C(C1)F)[N+](=O)[O-])OCC1=CC=C(C=C1)OC